4-((1-butyl-3-phenylureido)methyl)-N-hydroxybenzamide C(CCC)N(C(=O)NC1=CC=CC=C1)CC1=CC=C(C(=O)NO)C=C1